COCCCOC1=CC=C(C=C1)C1=CC=C(C=C1)C(C)(C)NC(=O)NC1(CN2CCC1CC2)C 1-(2-(4'-(3-methoxypropoxy)-[1,1'-biphenyl]-4-yl)propan-2-yl)-3-(3-methylquinuclidin-3-yl)urea